N1C=C(C=2C1=NC=CC2)C=2N=C(SC2)C=2C=C(C=CC2)[C@@]2(CCC=1C2=NC=CC1)O (R)-7-(3-(4-(1H-Pyrrolo[2,3-b]pyridin-3-yl)thiazol-2-yl)phenyl)-6,7-dihydro-5H-cyclopenta[b]pyridin-7-ol